O=C1NC(CCC1N1C(C2=CC=C(C=C2C1)CN1CC(C(CC1)CS(=O)(=O)[O-])F)=O)=O 1-((2-(2,6-dioxopiperidin-3-yl)-1-oxoisoindolin-5-yl)methyl)-3-fluoropiperidin-4-ylmethanesulfonate